COC1=C2CCN(C(C2=CC=C1)=O)C 5-methoxy-2-methyl-3,4-dihydroisoquinolin-1(2H)-one